9,9-spirobifluoren-2-yl-boronic acid C1=C(C=CC=2C3=CC=CC=C3C3(C12)C1=CC=CC=C1C=1C=CC=CC13)B(O)O